bicyclo[2.2.1]hept-2-ene-5-carboxylic acid tert-butyl ester C(C)(C)(C)OC(=O)C1C2C=CC(C1)C2